N-(3-acetylphenyl)-2-[7-fluoro-8-[(1-methylindazol-5-yl)amino]-1-oxo-2-isoquinolyl]acetamide C(C)(=O)C=1C=C(C=CC1)NC(CN1C(C2=C(C(=CC=C2C=C1)F)NC=1C=C2C=NN(C2=CC1)C)=O)=O